tert-butyl (1r,5s)-3-(1,6-diphenyl-2-(4h-1,2,4-triazol-3-yl)-1h-indol-3-yl)-3,8-diazabicyclo[3.2.1]octane-8-carboxylate C1(=CC=CC=C1)N1C(=C(C2=CC=C(C=C12)C1=CC=CC=C1)N1C[C@H]2CC[C@@H](C1)N2C(=O)OC(C)(C)C)C2=NN=CN2